C(C1=CC=CC=C1)C1(C(NCCC1)=O)C#N 3-benzyl-3-cyano-2-oxopiperidine